p-β-hydroxyethylaniline sulfate S(=O)(=O)(O)O.OCCC1=CC=C(N)C=C1